4-(2-((4-((1R,5S)-3,8-diazabicyclo[3.2.1]octan-3-yl)-7-(8-chloronaphthalen-1-yl)-8-fluoropyrido[4,3-d]pyrimidin-2-yl)oxy)acetamido)benzenesulfonyl fluoride [C@H]12CN(C[C@H](CC1)N2)C=2C1=C(N=C(N2)OCC(=O)NC2=CC=C(C=C2)S(=O)(=O)F)C(=C(N=C1)C1=CC=CC2=CC=CC(=C12)Cl)F